4-[4-(2-aminoethyl)-1-piperidyl]-2-(2,6-dioxo-3-piperidyl)isoindoline-1,3-dione trifluoroacetate FC(C(=O)O)(F)F.NCCC1CCN(CC1)C1=C2C(N(C(C2=CC=C1)=O)C1C(NC(CC1)=O)=O)=O